CO[C@@H](CN(C(OC(C)(C)C)=O)C)CNC=1C(=NC=CC1)[N+](=O)[O-] tert-butyl N-[(2R)-2-methoxy-3-[(2-nitro-3-pyridyl)amino] propyl]-N-methyl-carbamate